1-(2,2-Dibromovinyl)-4-(difluoro-methoxy)benzene BrC(=CC1=CC=C(C=C1)OC(F)F)Br